NC1=CC=C(C=C1)C1=CC=CC=C1N 4,6'-diaminobiphenyl